N1(N=NC=C1)C1CC(C1)N1N=CC=C1NC1=NC=C(C(=N1)NCC)C(F)(F)F N2-(1-((1R,3R)-3-(1H-1,2,3-triazol-1-yl)cyclobutyl)-1H-pyrazol-5-yl)-N4-ethyl-5-(trifluoromethyl)pyrimidine-2,4-diamine